OC1=CC=C(C=C1)P(O)(O)=O (4-Hydroxyphenyl)phosphonic acid